5-delta-hydroxybutyl-hydantoin tert-butyl-7'-[(3,4-dimethylphenyl)methyl]-3'-(2-hydroxyphenyl)-6'-oxospiro[azetidine-3,5'-pyrrolo[2,3-c]pyridazine]-1-carboxylate C(C)(C)(C)OC(=O)N1CC2(C(N(C=3N=NC(=CC32)C3=C(C=CC=C3)O)CC3=CC(=C(C=C3)C)C)=O)C1.OCCCCC1C(NC(N1)=O)=O